N[C@H](C)C1=CC=NC2=C(C=C(C=C12)C1=NC(=NC=C1F)NC1=NC=C(C=C1)C1CCNCC1)F |r| (±)-4-(4-(1-Aminoethyl)-8-fluoroquinolin-6-yl)-5-fluoro-N-(5-(piperidin-4-yl)pyridin-2-yl)pyrimidin-2-amine